(5Z)-5-(1H-Benzimidazol-5-ylmethylene)-2-(cyclooctylamino)-3-methyl-imidazol-4-one N1C=NC2=C1C=CC(=C2)\C=C/2\C(N(C(=N2)NC2CCCCCCC2)C)=O